8-(4-chlorophenyl)-2-ethoxy-6-(1-methyl-1H-benzo[d]imidazol-6-yl)-1,6-naphthyridin-7(6H)-one ClC1=CC=C(C=C1)C=1C(N(C=C2C=CC(=NC12)OCC)C=1C=CC2=C(N(C=N2)C)C1)=O